methyl 3-ethylsulfanyl-pyrazolo[1,5-a]pyridine-2-carboxylate C(C)SC=1C(=NN2C1C=CC=C2)C(=O)OC